1-(1-(4-bromophenyl)cyclopropyl)pyridin-2-one BrC1=CC=C(C=C1)C1(CC1)N1C(C=CC=C1)=O